C(C)N1\C(\C(C2=CC=CC=C12)(C)C)=C\C=1C(C(C1O)=O)=O (E)-3-((1-ethyl-3,3-dimethylindol-2-ylidene)methyl)-4-hydroxycyclobutane-3-ene-1,2-dione